(benzyloxy)-N-(3-hydroxycyclobutyl)-2-methylbenzofuran-3-carboxamide C(C1=CC=CC=C1)OC1=CC=CC2=C1C(=C(O2)C)C(=O)NC2CC(C2)O